N-{2-chloro-6-[4-(propan-2-yl)piperazin-1-yl]phenyl}-4-(5-cycloPropyl-1,2,4-oxadiazol-3-yl)-4-methylpiperidin-1-carboxamide ClC1=C(C(=CC=C1)N1CCN(CC1)C(C)C)NC(=O)N1CCC(CC1)(C)C1=NOC(=N1)C1CC1